COC=1C=CC=2N(C1)N=CC2C=2CCN(CC2)C(=O)OC(C)(C)C tert-butyl 4-{6-methoxypyrazolo[1,5-a]pyridin-3-yl}-1,2,3,6-tetrahydropyridine-1-carboxylate